F[C@H]1[C@@H](C1)C(=O)N1C2CN(CC1CC2)C2=NC=NN1C2=CC(=C1)C=1C=NN(C1)C ((1S,2R)-2-fluorocyclopropyl)(3-(6-(1-methyl-1H-pyrazol-4-yl)pyrrolo[2,1-f][1,2,4]triazin-4-yl)-3,8-diazabicyclo[3.2.1]oct-8-yl)methanone